2-propenoic acid, tricyclo[3.3.1.13,7]Decan-2-yl ester C(C=C)(=O)OC1C2CC3CC(CC1C3)C2